FC1=CC(=C(C=C1)C1=NOC(=N1)C1CC12NCC(CC2)S(=O)(=O)N)C(F)(F)F 1-{3-[4-fluoro-2-(trifluoromethyl)phenyl]-1,2,4-oxadiazol-5-yl}-4-azaspiro[2.5]octane-6-sulfonamide